3-[5-fluoro-1-methyl-6-[1-[[(3R,4R)-3-methyl-4-piperidyl]methyl]-4-piperidyl]indazol-3-yl]piperidine-2,6-dione FC=1C=C2C(=NN(C2=CC1C1CCN(CC1)C[C@H]1[C@H](CNCC1)C)C)C1C(NC(CC1)=O)=O